1-(5-(((2S,4R)-1-((4,4-difluorocyclohexyl)methyl)-2-methylpiperidin-4-yl)methyl)pyrazolo[1,5-a]pyridin-3-yl)-3-(2,4-dimethoxybenzyl)dihydropyrimidine-2,4(1H,3H)-dione FC1(CCC(CC1)CN1[C@H](C[C@@H](CC1)CC1=CC=2N(C=C1)N=CC2N2C(N(C(CC2)=O)CC2=C(C=C(C=C2)OC)OC)=O)C)F